C1(C=CC2=CC=CC=C12)[Cr]C1C=CC2=CC=CC=C12 bis-indenyl chromium (II)